methyl ((4-(4-((2-(1-hydroxyethyl)-1H-imidazol-1-yl)methyl)phenyl)-2-propylthiazol-5-yl)sulfonyl)carbamate OC(C)C=1N(C=CN1)CC1=CC=C(C=C1)C=1N=C(SC1S(=O)(=O)NC(OC)=O)CCC